ClC1=C(C=C(C=C1)N1N=C(N=C1CNCC)C)F {[1-(4-chloro-3-fluorophenyl)-3-methyl-1H-1,2,4-triazol-5-yl]methyl}(ethyl)amine